COC(N(C1(CC1)C1=CC(=C(C=C1)F)OC(F)(F)F)CC1NCC1)=O (azetidin-2-ylmethyl)(1-(4-fluoro-3-(trifluoromethoxy)phenyl)cyclopropyl)carbamic acid methyl ester